(S)-2-(((benzyloxy)carbonyl)amino)-5-((6-((tert-butoxycarbonyl)amino)hexyl)amino)-pentanoic acid C(C1=CC=CC=C1)OC(=O)N[C@H](C(=O)O)CCCNCCCCCCNC(=O)OC(C)(C)C